2-chloro-N-(1-cyanocyclopropyl)-N-ethyl-5-[3-[5-(1,1,2,3,3,3-hexafluoropropoxy)-2-methyl-4-(trifluoromethyl)pyrazol-3-yl]isoxazol-5-yl]thiophene-3-carboxamide ClC=1SC(=CC1C(=O)N(CC)C1(CC1)C#N)C1=CC(=NO1)C=1N(N=C(C1C(F)(F)F)OC(C(C(F)(F)F)F)(F)F)C